(bis(2,6-dimethoxyphenyl)phosphino)-3,6-di-tert-butyl-9H-carbazole-9-carboxamide COC1=C(C(=CC=C1)OC)P(C1=C(C=CC=C1OC)OC)C1=CC(=CC=2C3=CC(=CC=C3N(C12)C(=O)N)C(C)(C)C)C(C)(C)C